3-[[4-[[(2S,3R)-7-(6-tert-butyl-7-methyl-pyrrolo[2,3-d]pyrimidin-2-yl)-3-isopropoxy-azepan-2-yl]methoxy]-6-(2,6-dimethylphenyl)pyrimidin-2-yl]sulfamoyl]benzoic acid C(C)(C)(C)C1=CC2=C(N=C(N=C2)C2CCC[C@H]([C@@H](N2)COC2=NC(=NC(=C2)C2=C(C=CC=C2C)C)NS(=O)(=O)C=2C=C(C(=O)O)C=CC2)OC(C)C)N1C